NC=1N=C(SC1C(C1=CC=C(C=C1)OCC(=O)NCC1=C(C=CC=C1)C)=O)N(C1=CC=C(C=C1)F)C(C(=O)N)C (N-[4-amino-5-[4-[2-(o-tolylmethylamino)-2-oxo-ethoxy]benzoyl]thiazol-2-yl]-4-fluoro-anilino)propanamide